5-[methyl-(pyridin-2-ylmethyl)amino]-2-(pyridin-2-yl)-4,5,6,7-tetrahydro-2H-indazol-3-ol CN(C1CC2=C(N(N=C2CC1)C1=NC=CC=C1)O)CC1=NC=CC=C1